ethyl (Z)-2-((benzylthio) ((2-bromo-5-chlorophenyl) amino) methylene)-3-oxobutanoate C(C1=CC=CC=C1)S\C(=C(/C(=O)OCC)\C(C)=O)\NC1=C(C=CC(=C1)Cl)Br